(1'R,2'R)-5'-methyl-4-(3-phenylpropyl)-2'-(prop-1-en-2-yl)-1',2',3',4'-tetrahydro-[1,1'-biphenyl]-2,6-diol CC=1CC[C@H]([C@@H](C1)C=1C(=CC(=CC1O)CCCC1=CC=CC=C1)O)C(=C)C